[F-].C[N+]1=CC=C(C=C1)CCCC 1-methyl-4-butylpyridinium fluoride